N-(4-bromo-2,5-difluorophenyl)-6-hydroxypyrazolo[1,5-a]pyridine-3-sulfonamide BrC1=CC(=C(C=C1F)NS(=O)(=O)C=1C=NN2C1C=CC(=C2)O)F